NC1=NC=CC(=C1C#CC1(CCCCC1)O)Cl 1-((2-Amino-4-chloropyridin-3-yl)ethynyl)cyclohexan-1-ol